2-chloro-4'-trifluoromethylacetophenone ClCC(=O)C1=CC=C(C=C1)C(F)(F)F